C[C@H]1N(C[C@@H](NC1)C)C(C)C1=C(C=C(C=C1)F)C1(COC1)O 3-(2-(1-((2R,5S)-2,5-dimethylpiperazin-1-yl)ethyl)-5-fluorophenyl)oxetan-3-ol